N1=CC=CC2=CC=CC(=C12)[C@H](C)N[S@](=O)C(C)(C)C (R)-N-((S)-1-(quinolin-8-yl)-ethyl)-2-methylpropane-2-sulfinamide